F[C@@H]1[C@@H](C1)C(=O)N(C)OC cis-2-fluoro-N-methoxy-N-methylcyclopropanecarboxamide